OCCNCC1=CN=C(S1)C(=O)NC=1C(=C(C=CC1)C1=CC=CC=C1)C 5-{[(2-hydroxyethyl)amino]methyl}-N-(2-methylbiphenyl-3-yl)-1,3-thiazole-2-carboxamide